Ethyl 6-(2-((2-(4-methoxyphenyl)-1H-benzo[d]imidazol-1-yl)methyl)phenoxy)hexanoate COC1=CC=C(C=C1)C1=NC2=C(N1CC1=C(OCCCCCC(=O)OCC)C=CC=C1)C=CC=C2